C1(=CC=CC=C1)N1C(C2=CC=CC=C2C1(C1=C(C(=CC=C1)C)C1=CC=C(C=C1)C#N)C1=C(C(=CC=C1)C)C1=CC=C(C=C1)C#N)=O 2-phenyl-3,3-bis(4-cyanophenyl-3-methylphenyl)isoindoline-1-one